C(#N)/C(/C(=O)OCC)=C\C1=C2C=NN(C2=CC=C1C)C1OCCCC1 ethyl (E)-2-cyano-3-(5-methyl-1-(tetrahydro-2H-pyran-2-yl)-1H-indazol-4-yl)acrylate